C(#N)C1=CC=CC(=N1)C(CC1=CC=C(C=N1)NC(OC(C)(C)C)=O)(C)C Tert-butyl (6-(2-(6-cyanopyridin-2-yl)-2-methylpropanyl)pyridin-3-yl)carbamate